argininyl-zinc N[C@@H](CCCNC(N)=N)C(=O)[Zn]